pyrrolo[2,3-b]quinolin N1=CC=C2C1=NC1=CC=CC=C1C2